10-bromo-1-(4,5-dimethoxy-2-methyl-phenyl)decan-1-one BrCCCCCCCCCC(=O)C1=C(C=C(C(=C1)OC)OC)C